p-anilinebenzoic acid NC1=CC=C(C=C1)C1=CC=CC=C1C(=O)O